N=C[SH2](=O)C1(CC1)C1=NC(=NC(=C1)N1[C@@H](COCC1)C)C1=C2C(=NC=C1)NC=C2 iminomethyl-[1-[6-[(3R)-3-methylmorpholin-4-yl]-2-(1H-pyrrolo[2,3-b]pyridin-4-yl)pyrimidin-4-yl]cyclopropyl]-oxo-λ6-sulfane